(4-(Methylsulfonyl)piperazin-1-yl)methanone CS(=O)(=O)N1CCN(CC1)C=O